vanadium-aluminum hydride [AlH3].[V]